N-(6-amino-5-cyclopropyl-3-pyridyl)-2-[5-methyl-2-[2-(1-methyl-4-piperidyl)-1,3-benzothiazol-5-yl]-1-piperidyl]-2-oxo-acetamide NC1=C(C=C(C=N1)NC(C(=O)N1C(CCC(C1)C)C=1C=CC2=C(N=C(S2)C2CCN(CC2)C)C1)=O)C1CC1